4-(4-(1-(4-cyanobenzyl)azetidine-3-carbonyl)-3,4-dihydro-2H-pyrido[4,3-b][1,4]oxazin-8-yl)-benzonitrile C(#N)C1=CC=C(CN2CC(C2)C(=O)N2C3=C(OCC2)C(=CN=C3)C3=CC=C(C#N)C=C3)C=C1